CC1=C(C(=C(C=C1O)C1=CC=CC=C1)I)O 4-methyl-3,5-dihydroxyiodobiphenyl